5-methyl-N-(5-methyl-1H-pyrazol-3-yl)-2-(methylthio)-6-(piperidin-1-yl)pyrimidin CC=1C=NC(N(C1N1CCCCC1)C1=NNC(=C1)C)SC